FC1=CC=C(C2=NNN=C21)[N+](=O)[O-] 4-Fluoro-7-nitro-2H-benzo[d][1,2,3]triazole